N,6-dimethylisonicotinamide CNC(C1=CC=NC(=C1)C)=O